t-butylimino-tris(dimethylamino)phosphane C(C)(C)(C)N=P(N(C)C)(N(C)C)N(C)C